C(C)(C)(C)N1N=C(C=C1NC(OCC1=CC=CC=C1)=O)[C@@H]1C[C@@H]([C@@H](C1)OC)O |r| rac-benzyl (1-(tert-butyl)-3-((1R,3S,4R)-3-hydroxy-4-methoxycyclopentyl)-1H-pyrazol-5-yl)carbamate